(1,1-biphenyl)-4,4'-diylbisphosphonite C1(=CC=C(C=C1)P([O-])[O-])C1=CC=C(C=C1)P([O-])[O-]